potassium natrium [Na].[K]